tert-butyl 4-(5-(trifluoromethyl)pyrimidin-2-yl)-1,4-diazepane-1-carboxylate FC(C=1C=NC(=NC1)N1CCN(CCC1)C(=O)OC(C)(C)C)(F)F